C1(CCCC1)NC(NC1=CC2=C(C3=C(S2)C=C(C=C3)S(=O)(=O)N[C@@H](C(=O)O)C(C)C)C=C1)=O (R)-2-(7-(3-cyclopentylureido)dibenzo[b,d]thiophene-3-sulfonamido)-3-methyl-butanoic acid